COC1=C(C=C2C(=NC=NC2=C1)N1CCN(CC1)C1=CC=CC=C1)OCCCN1CCOCC1 (3-((7-methoxy-4-(4-phenylpiperazin-1-yl)quinazolin-6-yl)oxy)propyl)morpholine